OP(O)(=O)OP(=O)(O)O.CN1CCN(CC1)C dimethylpiperazine pyrophosphate